2-methoxy-4-(piperidine-1-carbothioyl)pyridine COC1=NC=CC(=C1)C(=S)N1CCCCC1